4-amino-2,2-dimethylpiperidine-1-carboxylic acid tert-butyl ester C(C)(C)(C)OC(=O)N1C(CC(CC1)N)(C)C